FC1=CC=C2C(C=COC2=C1)=C1CCN(CC1)CC=1C=C2CN(C(C2=CC1)=O)N1C(NC(CC1)=O)=O 1-(5-((4-(7-fluorochromene-4-ylidene)piperidin-1-yl)methyl)-1-oxoisoindolin-2-yl)dihydropyrimidine-2,4(1H,3H)-dione